[Na].C(C)(C)C1=C(C(=CC=C1)C(C)C)O 2,6-diisopropylphenol sodium